FC(C(=O)O)(F)F.FC(C(=O)O)(F)F.C(N)(=O)C=1C=C(C=CC1)N1C(CCC1)C(=O)N 3-Carbamoylphenyl-Pyrrolidine-2-Carboxamide Di-Trifluoroacetate